N-((1,2,3,5,6,7-hexahydrodicyclopenta[b,e]pyridin-8-yl)carbamoyl)-4-(1-hydroxyethyl)-2-(2-hydroxypropan-2-yl)thiazole-5-sulfonimidamide C1CCC2=NC3=C(C(=C21)NC(=O)NS(=O)(=N)C2=C(N=C(S2)C(C)(C)O)C(C)O)CCC3